5,6,7,8-Tetrahydronaphthalen-1-ylboronic acid C1(=CC=CC=2CCCCC12)B(O)O